tert-butyl (2S,6S)-4-[4-[(8-fluoro-7-methoxy-2-methyl-imidazo[1,2-a]pyridin-6-yl)carbamoyl]-2-methoxy-1,3-benzothiazol-7-yl]-2,6-dimethyl-piperazine-1-carboxylate FC=1C=2N(C=C(C1OC)NC(=O)C1=CC=C(C3=C1N=C(S3)OC)N3C[C@@H](N([C@H](C3)C)C(=O)OC(C)(C)C)C)C=C(N2)C